F[P-](F)(F)(F)(F)F.N1(N=NC2=C1C=CC=C2)O[P+](N(C)C)(N(C)C)N(C)C O-benzotriazol-1-yloxy-tris(dimethylamino)phosphonium hexafluorophosphate